NC=1N=C(SC1C(C1=CC(=CC=C1)OC(F)F)=O)N(C1=CC=C(C=C1)F)C(C(=O)N)C (N-[4-amino-5-[3-(difluoromethoxy)benzoyl]thiazol-2-yl]-4-fluoro-anilino)propanamide